Benzyl (8aS)-4-[(1,3-dioxoisoindolin-2-yl)methyl]-3,4,6,7,8,8a-hexahydro-1H-pyrrolo[1,2-a]pyrazine-2-carboxylate O=C1N(C(C2=CC=CC=C12)=O)CC1CN(C[C@H]2N1CCC2)C(=O)OCC2=CC=CC=C2